OC1C(=S)NC(C1)=O hydroxythiosuccinimide